diphenyltridecan-6-one C1(=CC=CC=C1)C(CCCCC(CCCCCCC)=O)C1=CC=CC=C1